5-((1S,2S)-1-(8-acetyl-6-chloro-4-cyclopropyl-1,1-dioxido-3,4-dihydro-2H-benzo[e][1,2,4]thiadiazin-2-yl)-2-(6-fluoro-2,3-dimethylphenyl)propyl)-1,3,4-oxadiazol-2(3H)-one C(C)(=O)C1=CC(=CC=2N(CN(S(C21)(=O)=O)[C@@H]([C@@H](C)C2=C(C(=CC=C2F)C)C)C2=NNC(O2)=O)C2CC2)Cl